NC=1SC(=CN1)CC[C@@H]1[C@H](NC1=O)C(=O)OCC1=CC=CC=C1 benzyl (2S,3R)-3-[2-(2-amino-1,3-thiazol-5-yl) ethyl]-4-oxoazetidine-2-carboxylate